3-((1R,3R)-1-(2,6-difluoro-4-(((S)-1-(3-fluoropropyl)pyrrolidin-3-yl)amino)phenyl)-6,7-difluoro-3-methyl-1,3,4,9-tetrahydro-2H-pyrido[3,4-b]indol-2-yl)-2,2-difluoropropan-1-ol FC1=C(C(=CC(=C1)N[C@@H]1CN(CC1)CCCF)F)[C@H]1N([C@@H](CC2=C1NC1=CC(=C(C=C21)F)F)C)CC(CO)(F)F